4-chloro-2-methyl-N-(6-(piperidin-4-yl)pyridin-2-yl)benzofuran-7-carboxamide 4-methylbenzenesulfonate CC1=CC=C(C=C1)S(=O)(=O)O.ClC1=CC=C(C2=C1C=C(O2)C)C(=O)NC2=NC(=CC=C2)C2CCNCC2